5-propyl-1,2,4-triazole C(CC)C1=NC=NN1